5-(2-fluoro-6-hydroxy-3-(1-((tetrahydro-2H-pyran-4-yl)methyl)-1H-pyrazol-4-yl)phenyl)-1,2,5-thiadiazolidin-3-one 1,1-dioxide FC1=C(C(=CC=C1C=1C=NN(C1)CC1CCOCC1)O)N1CC(NS1(=O)=O)=O